The molecule is a C-glycosyl compound that is isoorientin in which the hydroxyl hydrogen at position 7 is replaced by a 6-sinapoylglucosyl residue. It has a role as a metabolite. It is a C-glycosyl compound, a trihydroxyflavone, a cinnamate ester and a glycosyloxyflavone. It derives from an isoorientin and a trans-sinapic acid. COC1=CC(=CC(=C1O)OC)/C=C/C(=O)OC[C@@H]2[C@H]([C@@H]([C@H](C(O2)OC3=C(C(=C4C(=C3)OC(=CC4=O)C5=CC(=C(C=C5)O)O)O)[C@H]6[C@@H]([C@H]([C@@H]([C@H](O6)CO)O)O)O)O)O)O